C(C)(C)C1=C(NC2=CC=C(C=C12)OC1CCC(CC1)OC1CCNCC1)C1=CC(=NC=C1)C 3-Isopropyl-2-(2-methylpyridin-4-yl)-5-((4-(piperidin-4-yloxy)cyclohexyl)oxy)-1H-indol